C[C@]12[C@H](CN(CC1)C(C=C)=O)N(CC2)C=2C1=C(N=CN2)NC=C1 1-((3aR,7aR)-3a-Methyl-1-(7H-pyrrolo[2,3-d]pyrimidin-4-yl)hexahydro-1H-pyrrolo[2,3-c]pyridin-6(2H)-yl)prop-2-en-1-one